FC=1C=C(C=NC1)NC(=O)[C@H]1CC12CCN(CC2)C(=O)OC(C(F)(F)F)C(F)(F)F 1,1,1,3,3,3-hexafluoropropan-2-yl (S)-1-((5-fluoropyridin-3-yl)carbamoyl)-6-azaspiro[2.5]octane-6-carboxylate